(E)-iododecene I\C=C\CCCCCCCC